C(C1=CC=CC=C1)(=S)SC(C)(C)C1=CC=C(C=C1)Cl 2-(4-chlorophenyl)-prop-2-yl dithiobenzoate